2-(3,5-dichlorophenyl)-6-methylbenzo[d]Oxazole ClC=1C=C(C=C(C1)Cl)C=1OC2=C(N1)C=CC(=C2)C